4-methyl-7-(2-((5-methyl-1-(piperidin-4-yl)-1H-pyrazol-4-yl)amino)-5-(trifluoromethyl)pyrimidin-4-yl)-3,4-dihydrothieno[2,3-f][1,4]thiazepin-5(2H)-one 1,1-dioxide CN1CCS(C2=C(C1=O)SC(=C2)C2=NC(=NC=C2C(F)(F)F)NC=2C=NN(C2C)C2CCNCC2)(=O)=O